[N+](=O)([O-])C1=C(C=CC(=C1)[N+](=O)[O-])NN=CC(=O)O glyoxylic acid-2,4-dinitrophenylhydrazone